[1,1'-biphenyl]-4-Yl-Trifluoromethanesulfonic acid C1(=CC=C(C=C1)OS(=O)(=O)C(F)(F)F)C1=CC=CC=C1